N-(4-((4-methylpiperazin-1-yl)methyl)-3-(trifluoromethyl)phenyl)acrylamide CN1CCN(CC1)CC1=C(C=C(C=C1)NC(C=C)=O)C(F)(F)F